[N+3].N1(CCCCCC1)C1=C(C=CC(=N1)[NH3+])C(=O)OC [6-(azepan-1-yl)-5-methoxycarbonyl-pyridine-2-yl]Ammonium nitrogen